4-(((R)-1-(3-fluorobenzofuran-7-yl)ethyl)amino)-2-methyl-6-((R)-3-(trifluoromethyl)tetrahydrofuran-3-yl)-2,6-dihydropyrido[3,4-d]pyridazine-1,7-dione FC1=COC2=C1C=CC=C2[C@@H](C)NC2=NN(C(C=1C2=CN(C(C1)=O)[C@]1(COCC1)C(F)(F)F)=O)C